[C-]#N.C(CCCCCCCCC)[NH+]1C(CCCC1)C 1-Decyl-2-Methylpiperidinium cyanid